phenoxythiophenone O(C1=CC=CC=C1)C=1S(C=CC1)=O